N(=O)CNCCC=O 3-(N-nitrosomethylamino)propionaldehyde